COCCCN1C(CCC1)=O N-(3-methoxypropyl)-2-pyrrolidone